NC1=C(C2=C(S1)C(C(CC2)(C2=CC=CC=C2)CCC2=NC(=NO2)C)=O)C(=O)N 2-Amino-6-(2-(3-methyl-1,2,4-oxadiazol-5-yl)ethyl)-7-oxo-6-phenyl-4,5,6,7-tetrahydrobenzo[b]thiophene-3-carboxamide